C(CCCC(C)C)OC(=O)C1CC(CCC1)C(=O)OCCCCC(C)C cyclohexane-1,3-dicarboxylic acid diisoheptyl ester